C1(=CC=C(C=C1)OC1=CC(=C(C(=C1)C)OC1=CC(=C(C(=C1)C)O)C)C)OC1=CC(=C(C(=C1)C)OC1=CC(=C(C(=C1)C)O)C)C 4,4'-(((1,4-phenylenebis(oxy))bis(2,6-dimethyl-4,1-phenylene))bis(oxy))bis(2,6-dimethylphenol)